1,1-di(t-hexylperoxy)-3,3,5-trimethylcyclohexane C(C)(C)(CCC)OOC1(CC(CC(C1)C)(C)C)OOC(C)(C)CCC